ClC=1C=C(C(=O)OC)C=C(C1[N+](=O)[O-])NCC1(CC1)CC#N methyl 3-chloro-5-(((1-(cyanomethyl)cyclopropyl)methyl)amino)-4-nitrobenzoate